N-((5-chloro-6-((3-methylisoxazol-5-yl)methoxy)-1H-indol-2-yl)methyl-d2)acetamide ClC=1C=C2C=C(NC2=CC1OCC1=CC(=NO1)C)C(NC(C)=O)([2H])[2H]